C1(=CC=CC=C1)NC1=NC=CC(=N1)C1=CC(NC(=C1)N1C(CCCC1)C(F)(F)F)=O 4-(2-phenylaminopyrimidin-4-yl)-6-[2-(trifluoromethyl)-1-piperidinyl]-1H-pyridin-2-one